CC1=C(N=C(O1)C(F)(F)F)C1=CC=C(C=C1)CN [4-[5-methyl-2-(trifluoromethyl)oxazol-4-yl]phenyl]methanamine